C(C)C=1SC(=C(N1)C1=CC=CC=C1)OC1=CC(=NC=C1)NC1=NC=C(C(=O)[O-])C=C1 6-((4-((2-ethyl-4-phenylthiazol-5-yl)oxy)pyridin-2-yl)amino)nicotinate